CCCCCCCCCCCC(=O)O[C@H](COC(=O)CCCCCCC/C=C\C/C=C\CCCC)COP(=O)(O)OC[C@@H](C(=O)O)N 1-(9Z,12Z-heptadecadienoyl)-2-dodecanoyl-glycero-3-phosphoserine